4-bromo-N-cyclohexyl-3-nitrobenzamide BrC1=C(C=C(C(=O)NC2CCCCC2)C=C1)[N+](=O)[O-]